tert-butyl (s)-1-(4-(N-tert-butylsulfamoyl)-2-fluorophenylamino)-1-oxo-3-phenylpropan-2-ylcarbamate C(C)(C)(C)NS(=O)(=O)C1=CC(=C(C=C1)NC([C@H](CC1=CC=CC=C1)NC(OC(C)(C)C)=O)=O)F